NC1=NNC2=CC=C(C=C12)C1=CC(=NC=C1)NC=1C=C(C=CC1)NC(C1=CC=CC=C1)=O N-(3-((4-(3-amino-1H-indazol-5-yl)pyridine-2-yl)amino)phenyl)benzamide